C(C=C)(=O)NC1=C(C(=O)NC2=NNC3=CC(=CC=C23)C2=CC(=CC=C2)OC)C=CC=C1 2-acrylamido-N-(6-(3-methoxyphenyl)-1H-indazol-3-yl)benzamide